4-chloro-6-((cis)-3-fluoro-4-(4-methoxyphenoxy)piperidin-1-yl)-5-methylpyrimidine ClC1=NC=NC(=C1C)N1C[C@H]([C@H](CC1)OC1=CC=C(C=C1)OC)F